4-(4-((1R,5S)-3,8-diazabicyclo[3.2.1]octan-3-yl)-2-((2-fluorotetrahydro-1H-pyrrolizin-7a(5H)-yl)methoxy)-5,8-dihydropyrido[3,4-d]pyrimidin-7(6H)-yl)-5-chloronaphthalen-2-ol [C@H]12CN(C[C@H](CC1)N2)C=2C1=C(N=C(N2)OCC23CCCN3CC(C2)F)CN(CC1)C1=CC(=CC2=CC=CC(=C12)Cl)O